O1COC2=C1C=CC(=C2)C[C@H](C)NC (S)-1-(1,3-benzodioxol-5-yl)-N-methylpropan-2-amine